N-benzyldecane-1,10-diamine C(C1=CC=CC=C1)NCCCCCCCCCCN